3-(2-(4-(tert-butoxy)-4-oxobutoxy)-4-(2,5-dioxo-2,5-dihydro-1H-pyrrol-1-yl)-5-fluorophenyl)propanoic acid C(C)(C)(C)OC(CCCOC1=C(C=C(C(=C1)N1C(C=CC1=O)=O)F)CCC(=O)O)=O